NC1=C2C(=CN(C(C2=CC=C1)=O)C)C=1C=CC(=C(C1)NS(=O)(=O)C)C N-[5-(5-amino-2-methyl-1-oxo-1,2-dihydro-isoquinolin-4-yl)-2-methyl-phenyl]-methanesulfonamide